NC1=C(C=C(C=2C(C3=C(C=C(C(=C3C(C12)=O)N)Br)[N+](=O)[O-])=O)[N+](=O)[O-])Br 1,8-diamino-4,5-dinitro-2,7-dibromo-9,10-anthracenedione